1'-acetyl-N-(4-(chlorodifluoromethoxy)phenyl)-2-oxo-4-(pyrimidin-5-yl)spiro[indoline-3,3'-pyrrolidine]-6-carboxamide C(C)(=O)N1CC2(CC1)C(NC1=CC(=CC(=C12)C=1C=NC=NC1)C(=O)NC1=CC=C(C=C1)OC(F)(F)Cl)=O